Cl.FC=1C(=C(C=C(C1)F)C1CCNCC1)C(F)(F)F 4-(3,5-difluoro-2-(trifluoromethyl)phenyl)piperidine hydrochloride